N-(Pyridin-2-Yl)Urea N1=C(C=CC=C1)NC(=O)N